C(C)N(CC(=O)OC1=C(C2=CC=CC=C2C=C1)CC1=C(C=CC2=CC=CC=C12)OC)CC 1-((2-methoxynaphthalen-1-yl)methyl)naphthalen-2-yl diethylglycinate